6-(difluoromethoxy)-5-(2,3-dimethylphenyl)-3-iodo-1-(4-methoxybenzyl)-1H-pyrazolo[4,3-b]pyridine FC(OC=1C=C2C(=NC1C1=C(C(=CC=C1)C)C)C(=NN2CC2=CC=C(C=C2)OC)I)F